C(C)(C)(C)OC(=O)N1[C@H]2CC(C[C@@H]1CC2)C2C(CN(CC2)C2=NC=C(C=N2)F)OC (1R,3s,5S)-3-(1-(5-fluoropyrimidin-2-yl)-3-methoxypiperidin-4-yl)-8-azabicyclo[3.2.1]octane-8-carboxylic acid tert-butyl ester